CC(=CC)CCCC trans-3-Methyl-2-Hepten